N1(CCC1)C1CCN(CC1)CC1=CC=C(C=C1)C=1C=C(C2=C(N(C(=N2)C2=CC=C(C=C2)S(=O)(=O)C)C)C1)C 6-(4-((4-(azetidin-1-yl)piperidin-1-yl)methyl)phenyl)-1,4-dimethyl-2-(4-(methylsulfonyl)phenyl)-1H-benzo[d]imidazole